(N-[4-Amino-5-(4-chlorobenzoyl)thiazol-2-yl]-4-chloroanilino)propanamid NC=1N=C(SC1C(C1=CC=C(C=C1)Cl)=O)N(C1=CC=C(C=C1)Cl)C(C(=O)N)C